C(C)NC(C)C1=CNC(C2=CC=CC=C12)=O 4-(1-(Ethylamino)ethyl)isoquinolin-1(2H)-one